2-((2-bromopropanoyl)(oxy)ethoxy)benzoic acid BrC(C(=O)OCCOC1=C(C(=O)O)C=CC=C1)C